tert-butyl (4-(1-methyl-5-(3-(3-(trifluoromethyl)-3H-diazirin-3-yl)benzamido)-1H-pyrazol-3-yl)phenyl)carbamate CN1N=C(C=C1NC(C1=CC(=CC=C1)C1(N=N1)C(F)(F)F)=O)C1=CC=C(C=C1)NC(OC(C)(C)C)=O